OCC=1C=C2C(=NC1)CN(C2)C(=O)OC(C)(C)C tert-butyl 3-(hydroxymethyl)-5,7-dihydro-6H-pyrrolo[3,4-b]pyridine-6-carboxylate